(4-chloro-2-nitrobenzyl)-1-(4-(6-fluoroquinolin-4-yl)cyclohexyl)ethan-1-amine ClC1=CC(=C(CC(C)(N)C2CCC(CC2)C2=CC=NC3=CC=C(C=C23)F)C=C1)[N+](=O)[O-]